FC=1C=C(C=CC1)CCC(=O)NN1C(=NC2=CC=CC=C2C1=O)N1CCCC1 3-(3-Fluoro-phenyl)-N-(4-oxo-2-pyrrolidin-1-yl-4H-quinazolin-3-yl)-propionamide